C(C)(C)(C)OC(C(C)OC[C@H]1[C@H](CC1)CO)=O (((1R,2S)-2-(hydroxymethyl)cycloButyl)methoxy)propionic acid tert-butyl ester